BrC1=CC(=C2CCCC2=C1)OC 6-bromo-4-methoxy-2,3-dihydro-1H-indene